ClC=1C=C(N(N1)CC(F)F)C(=O)NC1=C(C=C(C=C1C(NC)=O)Cl)C 5-chloro-N-[4-chloro-2-methyl-6-(methylcarbamoyl)phenyl]-2-(2,2-difluoroethyl)pyrazole-3-carboxamide